FC1(CCN(CC1)C=1C=2N(C=C(N1)NC(C1=C(C=C(C=C1)NS(=O)(=O)CCO)N1CCC3(CC3)CC1)=O)C(=NC2)C)F N-(8-(4,4-difluoropiperidin-1-yl)-3-methylimidazo[1,5-a]pyrazin-6-yl)-4-(2-Hydroxyethylsulfonylamino)-2-(6-azaspiro[2.5]octane-6-yl)benzamide